4-((4-((3-benzyl-9-methyl-4H,6H-thieno[2,3-e][1,2,4]triazolo[3,4-c][1,4]oxazepin-2-yl)ethynyl)-1H-pyrazol-1-yl)methoxy)-2-(2,6-dioxopiperidin-3-yl)isoindoline-1,3-dione C(C1=CC=CC=C1)C1=C(SC=2N3C(COCC21)=NN=C3C)C#CC=3C=NN(C3)COC3=C2C(N(C(C2=CC=C3)=O)C3C(NC(CC3)=O)=O)=O